C(C1=CC=CC=C1)N1C(C=2N(N=C3C(=C(C=C(C23)C2=NN(C=C2)C)Cl)Cl)CC1)C 3-{2-benzyl-7,8-dichloro-1-methyl-1H,3H,4H-pyrazino[1,2-b]indazol-10-yl}-1-methylpyrazole